4'-(piperazin-1-yl)-2'-(((S)-pyrrolidin-2-yl)methoxy)-3,4,5',8'-tetrahydro-2H,6'H-spiro[naphthalene-1,7'-quinazoline] N1(CCNCC1)C1=NC(=NC=2CC3(CCC12)CCCC1=CC=CC=C13)OC[C@H]1NCCC1